3,6-Dimethyl-2-(4-{5-[(7S)-7-(pyrrolidin-1-yl)-6,7,8,9-tetrahydro-5H-benzo[7]annulen-2-yl]-1H-pyrrolo[2,3-b]pyridin-3-yl}phenyl)pyridine CC=1C(=NC(=CC1)C)C1=CC=C(C=C1)C1=CNC2=NC=C(C=C21)C=2C=CC1=C(CC[C@H](CC1)N1CCCC1)C2